5-chloro-N-(2,4-dimethoxybenzyl)-2-fluoro-4-((1-(pyridin-3-yl)ethyl)amino)-N-(thiazol-2-yl)benzenesulfonamide ClC=1C(=CC(=C(C1)S(=O)(=O)N(C=1SC=CN1)CC1=C(C=C(C=C1)OC)OC)F)NC(C)C=1C=NC=CC1